N,N-dimethylaminoethyl-benzothiophene CN(C)CCC=1SC2=C(C1)C=CC=C2